CC=1OC=CC1SSC1=C(OC=C1)C di-(2-methyl-3-furyl)disulfide